CN(C(C)=O)C(=O)C N-methyl-diacetamide